NCCC1=CC=C(C=C1)C1=C(C=C(C#N)C=C1)OC1=NC(=NC(=C1)OCCCC)C 4-[4-(2-aminoethyl)phenyl]-3-(6-butoxy-2-methylpyrimidin-4-yl)oxybenzonitrile